COC(=O)C1=CC2=CC(=CC(=C2C=C1)C)OS(=O)(=O)C(F)(F)F 5-Methyl-7-[(trifluoromethanesulfonyl)oxy]naphthalene-2-carboxylic acid methyl ester